NC=CC[C@@]1([C@H](O)[C@H](O)[C@@H](CO)O1)N1C=NC=2C(N)=NC=NC12 aminoallyl-adenosine